Methyl 4-methoxy-5-(3-(2-(4-methoxyphenyl) acetamido) propoxy)-2-nitrobenzoate COC1=CC(=C(C(=O)OC)C=C1OCCCNC(CC1=CC=C(C=C1)OC)=O)[N+](=O)[O-]